1,3-trichlorobenzene C1=CC(=C(C(=C1)Cl)Cl)Cl